ClC1=C(C=CC=C1)NC(=O)C1=C(C2=C(N1)C=C(S2)C)CN2CCCC2 N-(2-chlorophenyl)-2-methyl-6-(pyrrolidin-1-ylmethyl)-4H-thieno[3,2-b]pyrrole-5-carboxamide